O[C@H]1C[C@H](CC1)NC1=CC(=NC=C1)C(=O)NC1=CC(=CC=C1)[C@@H](CC1=NN=CN1C)C cis-4-(3-hydroxycyclopentylamino)-N-(3-((R)-1-(4-methyl-4H-1,2,4-triazol-3-yl)propan-2-yl)phenyl)picolinamide